2-((6-(1H-imidazol-1-yl)hexyl)thio)-5-(2,4-dichlorophenyl)-1,3,4-oxadiazole N1(C=NC=C1)CCCCCCSC=1OC(=NN1)C1=C(C=C(C=C1)Cl)Cl